C(C)(C)(C)C1=NN=C(O1)C1=CC=C(C(=O)O)C=C1 4-(5-tert-butyl-1,3,4-oxadiazol-2-yl)benzoic acid